3-methyl-benzimidazol-2-one CN1C(NC2=C1C=CC=C2)=O